FC1=CC=C(C=C1)N1C(N(C=C(C1=O)C(=O)O)C(C)C)=O 3-(4-fluorophenyl)-1-isopropyl-2,4-dioxo-1,2,3,4-tetrahydropyrimidin-5-carboxylic acid